ethyl 2-((1'R,5'S)-8'-((4-(difluoromethoxy)phenyl)sulfonyl)-8'-azaspiro[azetidine-3,3'-bicyclo[3.2.1]octan]-1-yl)acetate FC(OC1=CC=C(C=C1)S(=O)(=O)N1[C@H]2CC3(C[C@@H]1CC2)CN(C3)CC(=O)OCC)F